C(C)N1N=C(C=C1)C=1C(=C2C(=NC(=NN2C1)C=1N(C=CN1)C)O)C 6-(1-ethyl-1H-pyrazol-3-yl)-5-methyl-2-(1-methyl-1H-imidazol-2-yl)pyrrolo[2,1-f][1,2,4]triazin-4-ol